C[C@@H]1CN(CCN1C)C1=CC=CC(=N1)CN 1-[6-[(3R)-3,4-dimethylpiperazin-1-yl]pyridin-2-yl]methylamine